ClC1=C(C=CC=C1)C(C)(C)NC(C(CN1CCCC1)CC)=O N-(2-(2-chlorophenyl)propan-2-yl)-2-ethyl-3-(pyrrolidin-1-yl)propanamide